1-(2-(1-(2-methoxyethyl)-1H-imidazo[1,2-b]pyrazole-7-carbonyl)-2-azaspiro[3.3]heptan-6-yl)-1-methyl-3-(3-(trifluoromethyl)phenyl)urea COCCN1C=CN2N=CC(=C21)C(=O)N2CC1(C2)CC(C1)N(C(=O)NC1=CC(=CC=C1)C(F)(F)F)C